3-bromo-1-(2-chloro-4-cyanophenyl)-1H-pyrazole-5-carboxylic acid BrC1=NN(C(=C1)C(=O)O)C1=C(C=C(C=C1)C#N)Cl